C(CCCCCCCCCCCCCCC)(=O)N[C@@H](C(=O)O)CC=1C=C(C=C(C1)CP(=O)(O)O)C1=CC=CC=C1 |r| (+/-)-α-palmitoylamino-3-(5-phosphonomethyl-[1,1'-biphenyl]-3-yl)propanoic acid